F[C@H]1CC2=C(C=3CCCC3C(=C2C1)NC(=O)N=[S@@](=O)(NC(C1=CC=CC=C1)(C1=CC=CC=C1)C1=CC=CC=C1)C=1C=NN2C1O[C@@H](C2)C)F (R,2R)-N'-(((R)-2,8-difluoro-1,2,3,5,6,7-hexahydro-s-indacen-4-yl)carbamoyl)-2-methyl-N-trityl-2,3-dihydropyrazolo[5,1-b]oxazole-7-sulfonimidamide